C1(CC1)C1=C(N=NN1)C(=O)O.ClC1=C(C=C(C=C1)Cl)S(=O)(=O)NC=1C(=C(C=CC1F)C=1C=C2C=NC(=NC2=CC1)NC(C(C)(C)C)=O)F N-(6-(3-((2,5-dichlorophenyl)sulfonamido)-2,4-difluorophenyl)quinazolin-2-yl)pivaloamide 5-cyclopropyl-1H-1,2,3-triazole-4-carboxylate